O[C@H]1[C@@H](COC[C@@H]1N1C2=CC=CC=C2OC=2C=CC=CC12)NS(=O)(=O)C=1C=C(C=CC1)NC(OC(C)(C)C)=O tert-butyl (3-(N-((3R,4R,5S)-4-hydroxy-5-(10H-phenoxazin-10-yl)tetrahydro-2H-pyran-3-yl)sulfamoyl)phenyl)carbamate